ClC1=C(C(=C(N1)C(=O)OCC)C)C ethyl 5-chloro-3,4-dimethyl-1H-pyrrole-2-carboxylate